C(N)(OCC(OCCOCCN)C(C)(C)C)=O (Tert-butyl {2-[2-(2-aminoethyloxy) ethoxy]}ethyl) carbamate